ClC1=C(C=CC(=C1)C(F)(F)F)NC(CN1C=2N(C(C(=C1CC)C=C1CNC(C1)C)=O)N=C(N2)C2=CCOCCC2)=O N-(2-chloro-4-(trifluoromethyl)phenyl)-2-(5-ethyl-6-((5-methylpyrrolidin-3-ylidene)methyl)-7-oxo-2-(2,5,6,7-tetrahydrooxepin-4-yl)-[1,2,4]triazolo[1,5-a]pyrimidin-4(7H)-yl)acetamide